FC=1C=C(C=CC1OC1=C2C(=NC=C1)NN=C2N[C@H](C)[C@H](C)O)NC(=O)C=2C(N(C(N(C2)C(C)C)=O)C2=CC=C(C=C2)F)=O N-(3-fluoro-4-((3-(((2R,3S)-3-hydroxybutan-2-yl)amino)-1H-pyrazolo[3,4-b]pyridin-4-yl)oxy)phenyl)-3-(4-fluorophenyl)-1-isopropyl-2,4-dioxo-1,2,3,4-tetrahydropyrimidine-5-carboxamide